(S)-3-(6-bromo-1-(3-hydroxy-2-methylpropyl)-1H-indol-3-yl)-3-methylbutan-2-one BrC1=CC=C2C(=CN(C2=C1)C[C@@H](CO)C)C(C(C)=O)(C)C